3-((2-(((R)-6-((4,4-difluorocyclohexyl)amino)hexan-2-yl)oxy)-6-methylpyridin-3-yl)sulfonyl)oxazolidine-2-carboxylic acid FC1(CCC(CC1)NCCCC[C@@H](C)OC1=NC(=CC=C1S(=O)(=O)N1C(OCC1)C(=O)O)C)F